ClC1=C(C=C(CN2C[C@@H](N(CC2)C(=O)N2N=C(C=C2)NS(=O)(=O)C)C)C=C1)N1CC2C(C1)COC2 N-(1-((2S)-4-(4-Chloro-3-(tetrahydro-1H-furo[3,4-c]pyrrol-5(3H)-yl)benzyl)-2-methylpiperazine-1-carbonyl)-1H-pyrazol-3-yl)methanesulfonamide